CN(CC#CC(=O)[O-])C.[Li+] lithium 4-(dimethylamino)but-2-ynoate